COC1=NC=NC(=C1B(O)O)C(F)(F)F (4-methoxy-6-(trifluoromethyl)pyrimidin-5-yl)boronic acid